1-(hydroxymethyl)-5-(2-hydroxy-1-(hydroxymethyl)ethylamino)-1,2,4-cyclohexanetriol OCC1(C(CC(C(C1)NC(CO)CO)O)O)O